N,N-diethyl-propanediamine C(C)N(C(CC)N)CC